BrC1=CN=CC(=N1)NC(=O)[C@H]1N([C@@H]2C[C@@]2(C1)C)C(=O)OC(C)(C)C tert-butyl (1r,3s,5r)-3-((6-bromopyrazin-2-yl) carbamoyl)-5-methyl-2-azabicyclo[3.1.0]hexane-2-carboxylate